[Cl-].NC(=[NH2+])NC1CCC(CC1)C(=O)O amino(((1r,4r)-4-carboxycyclohexyl)amino)methaniminium chloride